(3S)-8-(2-amino-6-(2,2,2-trifluoro-1-(3'-methoxy-[1,1'-biphenyl]-4-yl)ethoxy)pyrimidin-4-yl)-2,8-diazaspiro[4.5]decane-3-carboxylic acid NC1=NC(=CC(=N1)N1CCC2(C[C@H](NC2)C(=O)O)CC1)OC(C(F)(F)F)C1=CC=C(C=C1)C1=CC(=CC=C1)OC